2-nitro-N-(4-(pyridin-4-yloxy)phenyl)aniline [N+](=O)([O-])C1=C(NC2=CC=C(C=C2)OC2=CC=NC=C2)C=CC=C1